CC1=CC(=C(CN2CCN(CC2)C(=O)N2N=C(C=C2)C(=O)O)C=C1)C=1OC=NN1 1-(4-(4-methyl-2-(1,3,4-oxadiazol-2-yl)benzyl)piperazine-1-carbonyl)-1H-pyrazole-3-carboxylic acid